(1S,3S,5S)-5-methyl-2-((3-phenoxybenzoyl)glycyl)-2-azabicyclo[3.1.0]hexane-3-carboxylic acid ethyl ester C(C)OC(=O)[C@H]1N([C@H]2C[C@]2(C1)C)C(CNC(C1=CC(=CC=C1)OC1=CC=CC=C1)=O)=O